CN(CCC[C@]1(OCC2=CC(=CC=C12)C#N)C1=CC=C(C=C1)F)C (S)-(+)-1-[3-(dimethylamino)propyl]-1-(4-fluorophenyl)-1,3-dihydro-5-cyanoisobenzofuran